FC=1C=C(C=CC1OC)C=1N=C2N(C(C1)=O)C=C(C=C2C)N2C[C@@H](NCC2)C 2-(3-fluoro-4-methoxyphenyl)-9-methyl-7-[(3S)-3-methylpiperazin-1-yl]-4H-pyrido[1,2-a]pyrimidin-4-one